2-(PROP-2-EN-1-YLOXY)BUTANOIC ACID C(C=C)OC(C(=O)O)CC